8-(pyridin-2-yl)-3,8-diazabicyclo[3.2.1]octane N1=C(C=CC=C1)N1C2CNCC1CC2